C(C)(C)(C)OC([C@H](CCSCCC1(CCC1)C(=O)O)NC(=O)OC(C)(C)C)=O (S)-1-(2-((4-(tert-butoxy)-3-((tert-butoxycarbonyl)amino)-4-oxobutyl)thio)ethyl)cyclobutanecarboxylic acid